FC1=CC(=C(C=N1)C=1C=NC=2CCN(CC2C1)C=1C(=CC=2N(N1)C(C=CN2)=O)C)C 7-(3-(6-fluoro-4-methylpyridin-3-yl)-7,8-dihydro-1,6-naphthyridin-6(5H)-yl)-8-methyl-4H-pyrimido[1,2-b]pyridazin-4-one